6-[3'-Hydroxymethyl-1-methyl-6-oxo-5-(pyrazin-2-ylamino)-1,6-dihydro-[3,4']bipyridinyl-2'-yl]-2,2-dimethyl-2,3,5,6-tetrahydro-1H,4H-8-thia-6-aza-cyclopenta[a]inden-7-one OCC=1C(=NC=CC1C1=CN(C(C(=C1)NC1=NC=CN=C1)=O)C)N1C(C=2SC3=C(C2CC1)CC(C3)(C)C)=O